5-[(4R,10bS)-8-[(8aS)-3-oxo-1,5,6,7,8,8a-hexahydroimidazo[1,5-a]pyrazin-2-yl]-4-methyl-3,4,6,10b-tetrahydro-1H-pyrazino[2,1-a]isoindol-2-yl]quinoline-8-carbonitrile O=C1N(C[C@H]2N1CCNC2)C=2C=C1CN3[C@@H](C1=CC2)CN(C[C@H]3C)C3=C2C=CC=NC2=C(C=C3)C#N